COC1=NC=C(C2=C1N=C(S2)NC(C2=CC=C(C=C2)COC)=O)C=2C=NN(C2)C N-[4-methoxy-7-(1-methyl-1H-pyrazol-4-yl)-[1,3]thiazolo[4,5-c]pyridin-2-yl]-4-(methoxymethyl)benzamide